methyl 7-(4-(3-(4-(tert-butoxycarbonyl)piperazin-1-yl)propoxy)phenyl)quinoline-4-carboxylate C(C)(C)(C)OC(=O)N1CCN(CC1)CCCOC1=CC=C(C=C1)C1=CC=C2C(=CC=NC2=C1)C(=O)OC